C(C)(C)(C)OC(=O)N[C@H](C(=O)OCC#N)CC=1N=NC(=CC1)C#N Cyanomethyl (S)-2-((tert-butoxy-carbonyl)amino)-3-(6-cyanopyridazin-3-yl)propanoate